NC=1N=NC(=CC1N1CC2CCC(C1)N2C2=CC(=NC=C2)C#CCN2[C@H]1[C@@H](C[C@@H](C2)C1)O)C1=C(C=CC=C1)O (1R,4S,6R)-2-[3-[4-[3-[3-amino-6-(2-hydroxyphenyl)pyridazin-4-yl]-3,8-diazabicyclo[3.2.1]oct-8-yl]-2-pyridinyl]prop-2-ynyl]-2-azabicyclo[2.2.1]heptan-6-ol